2-(2,4,6-tribromophenoxy)ethyl acrylate C(C=C)(=O)OCCOC1=C(C=C(C=C1Br)Br)Br